C(C)(=O)N1CCC(CC1)N(C1=CC=C(C=C1)N1N=CC(=C(C1=O)Cl)NC[C@@H]1COCCC1)C 2-[4-[(1-acetyl-4-piperidyl)-methyl-amino]phenyl]-4-chloro-5-[[(3R)-tetrahydropyran-3-yl]methylamino]pyridazin-3-one